BrC1=CC=2C(OCC=3C=C(N=CC3C3=C(C=C(C(NS(C(=C1O)C2)(=O)=O)=C3)F)F)C(F)F)=O 13-Bromo-5-(difluoromethyl)-19,21-difluoro-14-hydroxy-16,16-dioxo-9-oxa-16λ6-thia-4,17-diazatetracyclo[16.3.1.111,15.02,7]tricosa-1(21),2(7),3,5,11(23),12,14,18(22),19-nonaen-10-one